C1(CC1)N1CC=C(C=C1)NC(\C(=C\CCCCC(=O)NO)\COC1=CC=CC2=CC=CC=C12)=O (E)-N1-(1-cyclopropylpyridin-4-yl)-N8-hydroxy-2-((naphthalen-1-yloxy)methyl)-2-octenediamide